2-(4,5-difluoro-1H-indol-3-yl)-N,N-diisopropyl-2-oxoacetamide FC1=C2C(=CNC2=CC=C1F)C(C(=O)N(C(C)C)C(C)C)=O